(1-((1-(methoxymethyl)cyclopropyl)sulfonyl)cyclopropyl)methanol COCC1(CC1)S(=O)(=O)C1(CC1)CO